CP(=O)(C)C1=CC(=NC2=C(N=CC=C12)C1=CC=NN1C1OCCCC1)N1[C@@H](COCC1)C 4-(dimethylphosphoryl)-2-[(3R)-3-methylmorpholin-4-yl]-8-[1-(tetrahydro-2H-pyran-2-yl)-1H-pyrazol-5-yl]-1,7-naphthyridine